3-(1-((2S,3r,4r,5r)-2,3,4,5,6-pentahydroxyhexyl)piperidin-4-yl)propionic acid O[C@@H](CN1CCC(CC1)CCC(=O)O)[C@H]([C@@H]([C@@H](CO)O)O)O